SCC(=O)OCC(C)OC(CS)=O 1,2-propylene glycol bis(mercaptoacetate)